C(CCCCCCCCCCCCCCCCC)N1C(=C(C(C2=C(C=C(C=C12)O)O)=O)O)C1=CC=CC=C1 N-octadecyl-2-phenyl-3,5,7-trihydroxyquinolin-4-one